(R)-N-(4-fluorophenyl)-1-((4'-methanesulfonyl)-[1,1'-biphenyl]-4-sulfonyl)piperidine-3-carboxamide FC1=CC=C(C=C1)NC(=O)[C@H]1CN(CCC1)S(=O)(=O)C1=CC=C(C=C1)C1=CC=C(C=C1)S(=O)(=O)C